PENTADECENOIC ACID, METHYL ESTER C(C=CCCCCCCCCCCCC)(=O)OC